((2-(2,6-dioxopiperidin-3-yl)-1,3-dioxoisoindolin-4-yl)oxy)octanoic acid O=C1NC(CCC1N1C(C2=CC=CC(=C2C1=O)OC(C(=O)O)CCCCCC)=O)=O